tert-butyl (1R,5S)-3-((S or R)-2,6-dichloro-7-(3-chloro-2-cyclopropyl-5-(methoxymethoxy) phenyl)-8-fluoroquinazolin-4-yl)-3,8-diazabicyclo[3.2.1]Octane-8-carboxylate ClC1=NC2=C(C(=C(C=C2C(=N1)N1C[C@H]2CC[C@@H](C1)N2C(=O)OC(C)(C)C)Cl)C2=C(C(=CC(=C2)OCOC)Cl)C2CC2)F